6-{7-chloro-8-[(2-cyano-2-methylideneethyl)amino]naphthalen-2-yl}-N-(1-methylpiperidin-4-yl)pyridine-2-carboxamide ClC1=CC=C2C=CC(=CC2=C1NCC(=C)C#N)C1=CC=CC(=N1)C(=O)NC1CCN(CC1)C